N-(4-((2-(cyclopropanecarboxamido)pyridin-4-yl)oxy)-2,5-difluorophenyl)-1-oxo-1,2,3,4-tetrahydroisoquinoline-3-carboxamide C1(CC1)C(=O)NC1=NC=CC(=C1)OC1=CC(=C(C=C1F)NC(=O)C1NC(C2=CC=CC=C2C1)=O)F